COC(=O)C1=CSC=2C1=NC(=CC2C(F)(F)F)N2CCN(CC2)CC(=O)O 2-(4-(3-(methoxycarbonyl)-7-(trifluoromethyl)thieno[3,2-b]pyridin-5-yl)piperazin-1-yl)acetic acid